tert-butyl ((6-bromo-5-chloro-1-(phenylsulfonyl)-1H-indol-2-yl)methyl)carbamate BrC1=C(C=C2C=C(N(C2=C1)S(=O)(=O)C1=CC=CC=C1)CNC(OC(C)(C)C)=O)Cl